2-oxo-3-oxazolinyl phosphonate P(OC1=NC(OC1)=O)([O-])=O